ClC1=CC2=C(C(=N1)OCC)C(=NN2CCCC(=O)O)C(F)(F)F 4-(6-chloro-4-ethoxy-3-(trifluoromethyl)-1H-pyrazolo[4,3-c]pyridin-1-yl)butanoic acid